3-(4-Chloro-1-methyl-1H-benzotriazol-5-yl)-3-(7-{[(4R)-4-methyl-1,1-dioxido-3,4-dihydro-2H-5,1,2-benzoxathiazepin-2-yl]methyl}-2,3-dihydro-1H-inden-5-yl)propanoic acid ClC1=C(C=CC=2N(N=NC21)C)C(CC(=O)O)C=2C=C1CCCC1=C(C2)CN2S(C1=C(O[C@@H](C2)C)C=CC=C1)(=O)=O